4-(2-(4-chloro-2-fluorophenyl)-2-methylbenzo[d][1,3]dioxol-4-yl)piperidine ClC1=CC(=C(C=C1)C1(OC2=C(O1)C=CC=C2C2CCNCC2)C)F